2-(3'-fluoro-2-nitro-[1,1'-biphenyl]-4-yl)-4,4,5,5-tetramethyl-1,3,2-dioxaborolane FC=1C=C(C=CC1)C1=C(C=C(C=C1)B1OC(C(O1)(C)C)(C)C)[N+](=O)[O-]